OC1=C(C(=CC(=C1C(=O)NC1=CC=C(C=C1)OC)CCCCC)O)C1=C(C=CC(=C1)C)C(=C)C 2,6-dihydroxy-N-(4-methoxyphenyl)-5'-methyl-4-pentyl-2'-(prop-1-en-2-yl)-[1,1'-biphenyl]-3-carboxamide